C(#N)CCN(CCC#N)CCC#N tris-(cyanoethyl)amine